C(C=C)C(CO)(CO)OC 2-allyl-2-methoxy-1,3-propanediol